L-2-aminoheptanol N[C@H](CO)CCCCC